N1C(=NC2=C1C=CC=C2)CNC(=O)C2=CC=1C(=NC=CC1C=1C=NC=C(C1)C1=CC=C(C=C1)N1C(CCC1)=O)N2 N-((1H-benzo[d]imidazol-2-yl)methyl)-4-(5-(4-(2-oxopyrrolidin-1-yl)phenyl)pyridin-3-yl)-1H-pyrrolo[2,3-b]pyridine-2-carboxamide